4-(pyridin-2-yl)-N-((tetrahydro-2H-pyran-4-yl)methyl)-2-(4-(trifluoromethyl)pyridin-2-ylamino)thiazole-5-carboxamide N1=C(C=CC=C1)C=1N=C(SC1C(=O)NCC1CCOCC1)NC1=NC=CC(=C1)C(F)(F)F